6-chloro-4-oxo-3,4-dihydroquinazoline-2-carboxylic acid ClC=1C=C2C(NC(=NC2=CC1)C(=O)O)=O